[In].[Ga].N(=[N+]=[N-])CCC1=C(C=CC=C1)C(=O)O 2-(2-azidoethyl)benzeneFormic acid Gallium-Indium